CC1(CC1)C(=O)NCC=1NC2=CC(=CC=C2C1)OCC1=NOC(=C1)C(F)(F)F 1-methyl-N-((6-((5-(trifluoromethyl)isoxazol-3-yl)methoxy)-1H-indol-2-yl)methyl)cyclopropane-1-carboxamide